tert-butyl N-tert-butoxycarbonyl-N-[4-[[1-(4-chloro-2-fluoro-phenyl)-3,4-dihydro-2H-quinolin-5-yl]methyl]-3-fluoro-2-pyridyl]carbamate C(C)(C)(C)OC(=O)N(C(OC(C)(C)C)=O)C1=NC=CC(=C1F)CC1=C2CCCN(C2=CC=C1)C1=C(C=C(C=C1)Cl)F